N-benzyl-1-((1r,4r)-4-formylcyclohexyl)-N-methylmethanesulfonamide C(C1=CC=CC=C1)N(S(=O)(=O)CC1CCC(CC1)C=O)C